1,4-phenylene glycol C1(=CC=C(C=C1)O)O